BrC=1C=C(C=CC1O)C=CC(=O)C1=CC=C(OCC(=O)OC)C=C1 Methyl 2-[4-[3-(3-bromo-4-hydroxyphenyl)prop-2-enoyl]phenoxy]acetate